C(CCC)N1CC2N(C[C@H](C1=O)CC(C)C)C(C1=C(N2C(=O)NCC2=CC=CC3=CC=CC=C23)C=CS1)=O (8R)-6-butyl-8-isobutyl-N-(naphthalen-1-ylmethyl)-7,11-dioxo-4a,5,6,7,8,9-hexahydrothieno[3',2':4,5]pyrimido[1,2-a][1,4]diazepine-4(11H)-carboxamide